CC1(C(C(=CC2(CN(C2)C(=O)C2=NC3=CC=CC=C3N=C2)C1)C#N)=O)C 8,8-dimethyl-7-oxo-2-(quinoxaline-2-carbonyl)-2-azaspiro[3.5]non-5-ene-6-carbonitrile